C(C)(C)C1=CC=2CC=3C(=NC(=C(N3)C#N)C#N)C2C=C1 7-isopropyl-9H-indeno[1,2-b]pyrazine-2,3-dinitrile